C(C)(C)NC(C(C)(OC1=CC=C2C(=CC(OC2=C1)=O)C1=C(C=CC=C1)C)C)=O N-isopropyl-2-methyl-2-[4-(o-tolyl)-2-oxo-chromen-7-yl]oxy-propionamide